N8-(2-methoxy-2-methylpropyl)-N2-(2-methoxy-4-(1-methyl-1H-1,2,4-triazol-3-yl)phenyl)-6-methylpyrido[3,4-d]pyrimidine-2,8-diamine COC(CNC1=NC(=CC2=C1N=C(N=C2)NC2=C(C=C(C=C2)C2=NN(C=N2)C)OC)C)(C)C